C(C)C1=C(C=CC(=C1F)F)[C@H]1[C@@H](O[C@@]([C@H]1C)(C(F)(F)F)C)C(=O)NC1=CC(=NC=C1)C(=O)N 4-[[(2R,3S,4S,5S)-3-(2-Ethyl-3,4-difluoro-phenyl)-4,5-dimethyl-5-(trifluoromethyl)tetrahydrofuran-2-carbonyl]amino]pyridin-2-carboxamid